BrC=1C=C(C=C2CCC(N(C12)C1CN(CC1)C(=O)OC(C)(C)C)C)Cl tert-butyl 3-(8-bromo-6-chloro-2-methyl-3,4-dihydroquinolin-1(2H)-yl)pyrrolidine-1-carboxylate